C(C)(C)(C)OC(=O)N1CC([C@](CC1)(O)CN1C=C(C(=CC1=O)C1=CC=CC=C1)C(=O)OCC)(C)C ethyl (S)-1-((1-(tert-butoxycarbonyl)-4-hydroxy-3,3-dimethylpiperidin-4-yl) methyl)-6-oxo-4-phenyl-1,6-dihydropyridine-3-carboxylate